[N+](=O)([O-])C1=C(C=CC=C1O)O 2-nitrobenzene-1,3-diol